N,N'-hexa-methylenebismethacrylamide C(C(=C)C)(=O)NCCCCCCNC(C(=C)C)=O